N-[2-cyano-6-(4-isopropylpiperazin-1-yl)phenyl]-3-methyl-3-phenylpyrrolidine-1-carboxamide C(#N)C1=C(C(=CC=C1)N1CCN(CC1)C(C)C)NC(=O)N1CC(CC1)(C1=CC=CC=C1)C